cetylstearyl valinate ethanesulfonate C(C)S(=O)(=O)O.N[C@@H](C(C)C)C(=O)OCCCCCCCCCCCCCCCCCCCCCCCCCCCCCCCCCC